3-(4-fluorophenyl)-N-(4'-(methoxymethyl)-[1,1'-biphenyl]-4-yl)-2,2-dimethylpropanamide FC1=CC=C(C=C1)CC(C(=O)NC1=CC=C(C=C1)C1=CC=C(C=C1)COC)(C)C